2-(3,4-di-(2-propen-1-oxy)-phenyl)-3,5,7-tris-(2-propen-1-yloxy)-quinolin-4-one C(C=C)OC=1C=C(C=CC1OCC=C)C1=NC2=CC(=CC(=C2C(C1OCC=C)=O)OCC=C)OCC=C